ClC=1C(=C(C=CC1)N(C(=O)[C@H]1N(C[C@H]2[C@@H]1CCC2)C2=NC(=CC(=C2C#N)C(F)(F)F)C)C)F (1S,3aR,6aS)-N-(3-chloro-2-fluorophenyl)-2-(3-cyano-6-methyl-4-(trifluoromethyl)pyridin-2-yl)-N-methyloctahydrocyclopenta[c]pyrrole-1-carboxamide